N-[(1R)-1-[4-(4-methyl-1,3-thiazol-5-yl)phenyl]ethyl]pyrrolidine-2-carboxamide CC=1N=CSC1C1=CC=C(C=C1)[C@@H](C)NC(=O)C1NCCC1